2-[6-[[6-(3-chloropropoxy)-2-pyridyl]amino]-1-(methylamino)-2,7-naphthyridin-4-yl]-1,3-benzoxazol-4-ol ClCCCOC1=CC=CC(=N1)NC=1C=C2C(=CN=C(C2=CN1)NC)C=1OC=2C(N1)=C(C=CC2)O